OCC(C(=O)SCCNC(CCNC([C@@H](C(COP(OP(OC[C@@H]1[C@H]([C@H]([C@@H](O1)N1C=NC=2C(N)=NC=NC12)O)OP(=O)(O)O)(=O)O)(=O)O)(C)C)O)=O)=O)(C)C hydroxypivalyl-CoA